trimethylolpropane trisacrylate C(C=C)(=O)O.C(C=C)(=O)O.C(C=C)(=O)O.C(O)C(CC)(CO)CO